CC(C)(C)C1=CC(=C(C=C1O)C(C)(C)C)O 2,5-di-tert-butyl-1,4-benzohydroquinone